CC1=C(C=C(C(=C1CC1=CC=C(C=C1)O)O)C)CC1=C(C(=C(C(=C1)C)O)CC1=CC=C(C=C1)O)C bis[2,5-dimethyl-3-(4-hydroxybenzyl)-4-hydroxyphenyl]methane